FC1=C(C(=CC(=C1)F)F)C 2,4,6-trifluoro-methylbenzene